N2-(4-(1-(1-(azetidin-3-ylmethyl)azetidin-3-yl)piperidin-4-yl)-2-isopropoxy-5-methylphenyl)-5-chloro-N4-(2-(isopropylsulfonyl)phenyl)pyrimidine-2,4-diamine HCl salt Cl.N1CC(C1)CN1CC(C1)N1CCC(CC1)C1=CC(=C(C=C1C)NC1=NC=C(C(=N1)NC1=C(C=CC=C1)S(=O)(=O)C(C)C)Cl)OC(C)C